Benzyl 2-[[4-(tert-butoxycarbonylamino)-4-methyl-pentoxy]methyl]-3,3,3-trifluoro-2-hydroxy-propanoate C(C)(C)(C)OC(=O)NC(CCCOCC(C(=O)OCC1=CC=CC=C1)(C(F)(F)F)O)(C)C